O1-benzyl O2-methyl (2S,4S)-4-[4-[2-[[3-(tert-butoxycarbonylamino)-2-methyl-propyl]amino]-3-nitro-phenyl]pyrimidin-2-yl]oxypyrrolidine-1,2-dicarboxylate C(C)(C)(C)OC(=O)NCC(CNC1=C(C=CC=C1[N+](=O)[O-])C1=NC(=NC=C1)O[C@H]1C[C@H](N(C1)C(=O)OCC1=CC=CC=C1)C(=O)OC)C